O[C@H]1C[C@H]2C[C@@H]([C@H]3[C@@H]4CC[C@H]([C@@H](CCC(=O)[O-])C)[C@]4(CC[C@@H]3[C@]2(CC1)C)C)N1N=NC(=C1)CNC(C)=O 3α-hydroxy-7β-(4-acetamidomethyl-1,2,3-triazol-1-yl)-5β-cholanoate